CC1=NC(=NC(=C1)N1CCC2(C(N3[C@H](O2)CC[C@H]3C3=CC=CC=C3)=O)CC1)C#N 4-methyl-6-[(5'S,7a'R)-3'-oxo-5'-phenyltetrahydro-1H,3'H-spiro[piperidine-4,2'-pyrrolo[2,1-b][1,3]oxazol]-1-yl]pyrimidine-2-carbonitrile